ClC=1C(=CC2=C(N(C(O2)=O)[C@@H](C(=O)OCC(CO)(CO)N)C)C1)OC(C)C1=NC=C(C=C1)C 2-amino-2-(hydroxymethyl)propane-1,3-diol (R)-3-(5-chloro-6-(1-(5-methylpyridin-2-yl)ethoxy)-2-oxobenzo[d]oxazol-3(2H)-yl)propanoate